1-(5-((2,3-dihydrobenzo[b][1,4]dioxin-6-yl)sulfonyl)-3,4,5,6-tetrahydropyrrolo[3,4-c]pyrrol-2(1H)-yl)-3-methoxypropan-1-one O1C2=C(OCC1)C=C(C=C2)S(=O)(=O)N2CC1=C(C2)CN(C1)C(CCOC)=O